PYRIDINYLSULFONAMIDE N1=C(C=CC=C1)S(=O)(=O)N